6-{5-[(2-hydroxy-3-phenoxy-propyl)carbamoyl]-6-meth-oxypyridin-3-yl}-N-methyl-1H-indazole-3-carboxamide OC(CNC(=O)C=1C=C(C=NC1OC)C1=CC=C2C(=NNC2=C1)C(=O)NC)COC1=CC=CC=C1